C1(CC1)C1=NC2=CC(=CC=C2N=C1)C(C)N1[C@@H](CN[C@H](C1)C)C E-2-cyclopropyl-7-(1-((2R,5S)-2,5-dimethylpiperazin-1-yl)ethyl)quinoxaline